C(C)C=1C(N(C=C(C1)CC)C1=CC=CC=C1)CCC 3,5-Diethyl-1,2-Dihydro-1-Phenyl-2-Propylpyridine